C1(CCC1)CN(C(OC(C)(C)C)=O)CCCC=C tert-butyl (cyclobutylmethyl)(pent-4-en-1-yl)carbamate